1-(3-chloro-4-((1-hydroxy-2-methylpropan-2-yl)oxy)phenyl)-3-(2-(2,4-dichlorophenyl)-5-isopropyloxazol-4-yl)propan-1-ol ClC=1C=C(C=CC1OC(CO)(C)C)C(CCC=1N=C(OC1C(C)C)C1=C(C=C(C=C1)Cl)Cl)O